(5'S,7a'R)-5'-(3,5-difluoro-phenyl)-1-(2-ethynyl-benzoyl)tetrahydro-3'H-spiro[piperidine-4,2'-pyrrolo[2,1-b]oxazol]-3'-one FC=1C=C(C=C(C1)F)[C@@H]1CC[C@H]2OC3(C(N21)=O)CCN(CC3)C(C3=C(C=CC=C3)C#C)=O